6-Aminopyrimidine-2,4,5-triol NC1=C(C(=NC(=N1)O)O)O